CC=1C=CC(=C(OC2=C(N)C=CC=C2)C1)C(C)(C)CC 2-(5-methyl-2-tert-pentylphenoxy)aniline